NC(C[C@@H](C#C)NC(=O)[C@H]1N(CC2=CC=CC=C12)C(=O)C1(CC1)C(F)(F)F)=O (S)-N-[(1S)-1-(2-Amino-2-oxo-ethyl)prop-2-ynyl]-2-[1-(trifluoromethyl)cyclopropanecarbonyl]isoindoline-1-carboxamide